NC1CCN(CC1)C1=NC=C(C(=N1)C1=CC(=C(C#N)C=C1)F)C#CC=1N(N=CC1)C 4-[2-(4-aminopiperidin-1-yl)-5-[2-(2-methylpyrazol-3-yl)ethynyl]pyrimidin-4-yl]-2-fluorobenzonitrile